2-[4,7,10-tris({[1-(phenylmethoxy)-6-oxopyridin-2-yl]methyl})-1,4,7,10-tetraazacyclododecan-1-yl]butanoic acid tert-butyl ester C(C)(C)(C)OC(C(CC)N1CCN(CCN(CCN(CC1)CC=1N(C(C=CC1)=O)OCC1=CC=CC=C1)CC=1N(C(C=CC1)=O)OCC1=CC=CC=C1)CC=1N(C(C=CC1)=O)OCC1=CC=CC=C1)=O